O=C1CCOC2=CC=CC=C12 (R)-4-oxochromane